C1(=CC=CC2=CC=CC=C12)C1(C(NC(N=C1)=S)=O)C(C)(C)C 5-alpha-naphthyl-5-tert-butyl-2-thiouracil